Menthyl-Lactat C1(CC(C(CC1)C(C)C)OC(C(O)C)=O)C